1,2-bis(trifluoromethoxy)difluoroethylene FC(OC(=C(OC(F)(F)F)F)F)(F)F